4-AminoPyrazole NC=1C=NNC1